tert-butyl 3-(2,7-Dichloro-8-fluoropyrido[4,3-d]pyrimidin-4-yl)-3,8-diazabicyclo[3.2.1]octane-8-carboxylate ClC=1N=C(C2=C(N1)C(=C(N=C2)Cl)F)N2CC1CCC(C2)N1C(=O)OC(C)(C)C